C(CCC)OC=1C=C(C#N)C=CC1[N+](=O)[O-] 3-butoxy-4-nitrobenzonitrile